7-(2,2-difluoroethoxy)-4-(5-fluoro-2-methylphenyl)isoquinolin-1(2H)-one FC(COC1=CC=C2C(=CNC(C2=C1)=O)C1=C(C=CC(=C1)F)C)F